2-((3'-(1,1-dioxidothiomorpholino)-3-sulfamoyl-2-(1H-tetrazol-5-yl)-[1,1'-biphenyl]-4-yl)sulfonyl)ethanaminium 2,2,2-trifluoroacetate FC(C(=O)[O-])(F)F.O=S1(CCN(CC1)C=1C=C(C=CC1)C1=C(C(=C(C=C1)S(=O)(=O)CC[NH3+])S(N)(=O)=O)C1=NN=NN1)=O